4-cyano-N'-(4-Hydroxybenzoyl)benzenesulfonohydrazide C(#N)C1=CC=C(C=C1)S(=O)(=O)NNC(C1=CC=C(C=C1)O)=O